tert-Butyl (2R,4S)-4-((2-fluoro-9-isopropyl-9H-purin-6-yl)amino)-2-methylpyrrolidine-1-carboxylate FC1=NC(=C2N=CN(C2=N1)C(C)C)N[C@H]1C[C@H](N(C1)C(=O)OC(C)(C)C)C